[4-(3-fluoro-6-methylpyridin-2-yl)phenyl]methanol tert-butyl-(4-(6-(4-(((tert-butoxycarbonyl)(2-fluoroethyl)amino)methyl)phenyl)-1,2,4,5-tetrazin-3-yl)benzyl)(2-hydroxyethyl)carbamate C(C)(C)(C)C(CN(C(=O)OCC1=CC=C(C=C1)C1=NC(=CC=C1F)C)CC1=CC=C(C=C1)C=1N=NC(=NN1)C1=CC=C(C=C1)CN(CCF)C(=O)OC(C)(C)C)O